FC=1C=C(COC2=CC=C(OC3=NC=NC4=CC=C5C(=C34)OCCN5C(C=C)=O)C=C2)C=CC1 1-(10-(4-((3-fluorobenzyl)oxy)phenoxy)-2,3-dihydro-4H-[1,4]oxazino[2,3-f]quinazolin-4-yl)prop-2-en-1-one